Cl.O=C1NC(CCC1NC1=CC=C(C=N1)C1CCN(CC1)CC(=O)O)=O 2-(4-(6-((2,6-dioxopiperidin-3-yl)amino)pyridin-3-yl)piperidin-1-yl)acetic acid HCl salt